5,6-dihydro-5-phenylindolo[2,3-b]indole C1(=CC=CC=C1)N1C2=C(C3=CC=CC=C13)C=1C=CC=CC1N2